FC1=C(C=CC=C1)C=1C(=C(OC1)C(=O)N)CC=1SC(=CC1)C1=CC=CC=C1 (2-fluorophenyl)-((5-phenylthiophen-2-yl)methyl)furan-2-carboxamide